N-(pyrimidin-2-ylmethyl)pyrimidine-5-carboxamide N1=C(N=CC=C1)CNC(=O)C=1C=NC=NC1